7-(pyridin-2-yl)-2,7-diazaspiro[3.5]nonane-2-thiohydrazide N1=C(C=CC=C1)N1CCC2(CN(C2)C(NN)=S)CC1